C(C)(C)(C)OC(N(CC1=CC(=CC=C1)[N+](=O)[O-])CCCCOC1=CC(=CC=C1)Br)=O (4-(3-bromophenoxy)butyl)(3-nitrobenzyl)carbamic acid tert-butyl ester